C(#N)N1C[C@@H](CC1)C(C(=O)N)=C 2-((S)-1-cyanopyrrolidin-3-yl)acrylamide